F[C@H]1CN(C[C@@H](C1)NC1=NC=C(C=N1)C(F)(F)F)C1=NC2=C(N1C)C=C(C(=C2)NC(C=C)=O)N2CCOCC2 N-(2-((3R,5R)-3-fluoro-5-((5-(trifluoromethyl)pyrimidin-2-yl)amino)piperidin-1-yl)-1-methyl-6-morpholino-1H-benzo[d]imidazol-5-yl)acrylamide